3-(1-oxo-5-(1-((6-(pyridin-3-yl)imidazo[1,2-a]pyridin-2-yl)methyl)piperidin-4-yl)isoindolin-2-yl)piperidine-2,6-dione hydrochloride Cl.O=C1N(CC2=CC(=CC=C12)C1CCN(CC1)CC=1N=C2N(C=C(C=C2)C=2C=NC=CC2)C1)C1C(NC(CC1)=O)=O